ethylene glycol bis(trichloroacetate) ClC(C(=O)OCCOC(C(Cl)(Cl)Cl)=O)(Cl)Cl